L-Alanyl-L-Tyrosine Dihydrate O.O.N[C@@H](C)C(=O)N[C@@H](CC1=CC=C(C=C1)O)C(=O)O